2-(4-morpholinobenzamido)-4-(3-(2-(5,6,7,8-tetrahydro-1,8-naphthyridin-2-yl)ethyl)pyrrolidin-1-yl)butanoic acid O1CCN(CC1)C1=CC=C(C(=O)NC(C(=O)O)CCN2CC(CC2)CCC2=NC=3NCCCC3C=C2)C=C1